CNC(=O)C1=CC(=CC=2[C@H](COC21)C2=CC=CC=C2)C(=O)NC=2C=NN(C2)C |r| (+/-)-N7-methyl-N5-(1-methyl-1H-pyrazol-4-yl)-3-phenyl-2,3-dihydrobenzofuran-5,7-dicarboxamide